(1-(3-(2-fluoro-3-nitrophenyl)-1-methyl-1H-pyrazol-4-yl)ethyl)(methyl)carbamic acid tert-butyl ester C(C)(C)(C)OC(N(C)C(C)C=1C(=NN(C1)C)C1=C(C(=CC=C1)[N+](=O)[O-])F)=O